C(C)(=O)NC=1N=C2N(N=C(C=C2)C=2C=C(C(=O)NCC3=C(C=CC(=C3)OC(F)(F)F)F)C=CC2C)C1 3-{2-acetamidoimidazo[1,2-b]pyridazin-6-yl}-N-{[2-fluoro-5-(trifluoromethoxy)phenyl]methyl}-4-methylbenzamide